S-adenosyl-l-homocysteine [C@@H]1([C@H](O)[C@H](O)[C@@H](CSCC[C@H](N)C(=O)O)O1)N1C=NC=2C(N)=NC=NC12